FC1=C(C=CC2=C1CCCC(=C2C2=CC=C(C=C2)O[C@@H]2CN(CC2)CCCF)C2=CC=C(C=C2)OC(F)(F)F)O 1-fluoro-5-[4-[(3S)-1-(3-fluoropropyl)pyrrolidin-3-yl]oxyphenyl]-6-[4-(trifluoro-methoxy)phenyl]-8,9-dihydro-7H-benzo[7]annulen-2-ol